N-[4-fluoro-5-[[(2S,4S)-2-methyl-4-[(5-methyl-1,2,4-oxadiazol-3-yl)-methoxy]-1-piperidyl]methyl]thiazol-2-yl]acetamide FC=1N=C(SC1CN1[C@H](C[C@H](CC1)OCC1=NOC(=N1)C)C)NC(C)=O